Cl.N=1C=NN2C1C=C(C=C2)CC2=C(C=C(C=C2)NC=2C1=C(N=CN2)C=CC(=N1)N1CCNCC1)C N-(4-([1,2,4]triazolo[1,5-a]pyridin-7-ylmethyl)-3-methylphenyl)-6-(piperazin-1-yl)pyrido[3,2-d]pyrimidin-4-amine hydrochloride